[Ca+2].O.O=C(C(=O)[O-])CCC(=O)[O-] alpha-ketoglutarate monohydrate calcium